5-Aminonaphthalin NC1=C2C=CC=CC2=CC=C1